C1(CCCC2CCCCC12)C(CCOC)OC (1-decalinyl)-1,3-dimethoxypropane